CC1OC(OC1)CCCCCCCC 4-Methyl-2-octyl-1,3-dioxolane